ClCC=1SC(=CN1)C chloromethyl-5-methylthiazole